(S)-2,2-difluoro-1-phenylethyl (4-bromo-1-methyl-1H-1,2,3-triazol-5-yl)carbamate BrC=1N=NN(C1NC(O[C@H](C(F)F)C1=CC=CC=C1)=O)C